C[C@@H]1CC[C@@]2(CC[C@@]3(C(=CC[C@H]4[C@]3(CC[C@@H]5[C@@]4(CCCC5(C)C)C)C)[C@@H]2[C@H]1C)C)C ursan-12-ene